C(CC)NC(=S)NCCC 1,3-dipropyl-2-thiourea